C(C)(=O)C1=CC=C(CN2C(C3=CC=CC=C3C2CC2=C(C=NN2C)Cl)=O)C=C1 2-(4-acetylbenzyl)-3-((4-chloro-1-methyl-1H-pyrazol-5-yl)methyl)isoindolin-1-one